FC1=C(OC[C@@H](/C=C/[C@H]2[C@@H](C[C@@H]3OC[C@@H](CC[C@@H]32)CCCC(=O)OC(C)C)O)O)C=C(C=C1)F 2-Propanyl 4-{(3R,5aR,6R,7R,8aS)-6-[(1E,3R)-4-(2,5-difluorophenoxy)-3-hydroxy-1-buten-1-yl]-7-hydroxyoctahydro-2H-cyclopenta[b]oxepin-3-yl}butanoate